COC1=CC=C(C=C1)CN1C(C(CCC1=O)OS(=O)(=O)C(F)(F)F)=O [1-[(4-methoxyphenyl)methyl]-2,6-dioxo-3-piperidyl]trifluoromethanesulfonate